5-(2-(1-(3,4-difluorophenyl)-6-oxopiperidin-2-yl)-7-(3,5-dimethylisoxazol-4-yl)imidazo[1,2-a]pyridin-3-yl)-N-methylisothiazole-3-carboxamide FC=1C=C(C=CC1F)N1C(CCCC1=O)C=1N=C2N(C=CC(=C2)C=2C(=NOC2C)C)C1C1=CC(=NS1)C(=O)NC